C(#N)C1=C(C=C(C=C1)N1C(N(C(C1=O)(C)C)C1=CC(=C(OCCN2C[C@H](N(C[C@H]2C)C(=O)OC(C)(C)C)C)C=C1)CC)=S)C(F)(F)F (2R,5R)-tert-Butyl 4-(2-(4-(3-(4-cyano-3-(trifluoromethyl)phenyl)-5,5-dimethyl-4-oxo-2-thioxoimidazolidin-1-yl)-2-ethylphenoxy)ethyl)-2,5-dimethylpiperazine-1-carboxylate